(8-(4,4-difluoropiperidin-1-yl)isoquinolin-6-yl)-4-(2-hydroxyethylsulfonamido)-2-(6-azaspiro[2.5]oct-6-yl)benzamide FC1(CCN(CC1)C=1C=C(C=C2C=CN=CC12)C=1C(=C(C(=O)N)C=CC1NS(=O)(=O)CCO)N1CCC2(CC2)CC1)F